2-[[5-bromo-2-[4-[2-(4-piperidyloxy)ethylsulfamoyl]anilino]pyrimidin-4-yl]amino]-6-fluoro-benzamide BrC=1C(=NC(=NC1)NC1=CC=C(C=C1)S(NCCOC1CCNCC1)(=O)=O)NC1=C(C(=O)N)C(=CC=C1)F